Cl.ClC1=C(C=CC=C1[C@]1(NC(N(C(C1)=O)[C@H]1C[C@H](OCC1)C)=N)C)NC(=O)C=1N=NC=CC1 |o1:15,17| N-(2-Chloro-3-{(4S)-2-imino-4-methyl-1-[(2R*,4R*)-2-methyl-tetrahydropyran-4-yl]-6-oxo-hexahydropyrimidin-4-yl}phenyl)-pyridazine-3-carboxamide hydrochloride